2-ethoxycarbonylphenolate C(C)OC(=O)C1=C(C=CC=C1)[O-]